(S)-4'-(2,3,6,9-tetramethyl-6H-thieno[3,2-f][1,2,4]triazolo[4,3-a][1,4]diazepin-4-yl)-[1,1'-biphenyl]-3-amine CC1=C(C=2C(=N[C@H](C=3N(C2S1)C(=NN3)C)C)C3=CC=C(C=C3)C3=CC(=CC=C3)N)C